alpha-acetyl-butyrolactone C(C)(=O)C1C(=O)OCC1